C1(CC1)N(S(=O)=O)CC1=CC=C(C=C1)N1N=NC2=C1C=CC(=C2)OC N-cyclopropyl-N-(4-(5-methoxy-1H-benzo[d][1,2,3]triazol-1-yl)benzyl)sulfonamide